7-(5-Chloro-1H-pyrazol-4-yl)-3-(2-hydroxy-1-(3-methoxyphenyl)ethyl)quinazolin-4(3H)-one ClC1=C(C=NN1)C1=CC=C2C(N(C=NC2=C1)C(CO)C1=CC(=CC=C1)OC)=O